The molecule is a primary aliphatic amine that is butan-1-amine carrying a methyl substituent at position 3. It has a role as a plant metabolite and a bacterial metabolite. CC(C)CCN